{2-[4-(dimethylamino)phenyl]-2-oxoethyl}malonic acid dimethyl ester COC(C(C(=O)OC)CC(=O)C1=CC=C(C=C1)N(C)C)=O